(+/-)-trans-N-(8-amino-6-(4-(cyanomethyl)pyridin-3-yl)-2,7-naphthyridin-3-yl)-2-Cyanocyclopropanecarboxamide NC=1N=C(C=C2C=C(N=CC12)NC(=O)[C@H]1[C@@H](C1)C#N)C=1C=NC=CC1CC#N |r|